5-Phenyl-1-[3-(trimethoxysilyl)propyl]-1H-tetrazole C1(=CC=CC=C1)C1=NN=NN1CCC[Si](OC)(OC)OC